CN(C1=CC=C(C(=O)OC2=C(C(=CC=C2C(C)=O)NC(C)=O)[N+](=O)[O-])C=C1)CCOCCOCCOCCOCCOCCOCC1=CC=CC=C1 3-acetamido-6-acetyl-2-nitrophenyl 4-(methyl(1-phenyl-2,5,8,11,14,17-hexaoxanonadecan-19-yl)amino)benzoate